1,1,1,3,3,3-hexafluoro-propan-2-yl-(R or S)-1-(((4-methyltetra-hydro-2H-pyran-4-yl)methyl)carbamoyl)-6-azaspiro[2.5]octane FC(C(C(F)(F)F)[C@@]1(CC12CCNCC2)C(NCC2(CCOCC2)C)=O)(F)F |o1:7|